4-((3-(5-(azetidine-1-carbonyl)pyrimidin-2-yl)-2-methoxyphenyl)amino)-6-(cyclopropanecarboxamido)-N-(methyl-d3)pyridazine-3-carboxamide N1(CCC1)C(=O)C=1C=NC(=NC1)C=1C(=C(C=CC1)NC1=C(N=NC(=C1)NC(=O)C1CC1)C(=O)NC([2H])([2H])[2H])OC